bis[2-ethyl-2,2-bis(hydroxymethyl) ethyl] ether C(C)C(COCC(CO)(CO)CC)(CO)CO